1-eicosyl-3-methyl-imidazole C(CCCCCCCCCCCCCCCCCCC)N1CN(C=C1)C